(5-bromopyrimidin-2-yl)hydrazine BrC=1C=NC(=NC1)NN